CC=1C=C(C=C(C1)C)C1=NC2=C3N=CC=CC3=CC=C2C=C1 3,5-dimethylphenyl-1,10-phenanthroline